FC1=CC=C2C=C(C=C(C2=C1C#C[Si](C(C)C)(C(C)C)C(C)C)O)O 7-fluoro-8-(2-triisopropylsilylethynyl)naphthalene-1,3-diol